C(C)(=O)C1=CC=C(C=C1)NC(=O)NC1CN(C1)C1=NC(=NC=C1C)NC1=CC=C(C=C1)N1CCOCC1 1-(4-acetylphenyl)-3-[1-(5-methyl-2-{[4-(morpholin-4-yl)phenyl]amino}pyrimidin-4-yl)azetidin-3-yl]urea